N(C1=CC=CC=C1)C1C(C(=C2C=CC=CC2=C1)O)C=CC1=CC=CC=C1 3-Anilino-2-styryl-3H-naphthol